8-((1S,2S)-2-(1H-benzo[d]imidazol-2-yl)cyclopropyl)-6-(2,4-dimethoxypyrimidin-5-yl)imidazo[1,2-b]pyridazine N1C(=NC2=C1C=CC=C2)[C@@H]2[C@H](C2)C=2C=1N(N=C(C2)C=2C(=NC(=NC2)OC)OC)C=CN1